C(CCCCC(=O)O)(=O)N adipic acid monoamide